(Tricarbonyl)(cyclopropanyl)Iridium C(=O)=[Ir](C1CC1)(=C=O)=C=O